C(C)(CC)C1C(NC2=C(CN1C(=O)N1CC(CCC1)CO)C=CC=C2)=O 3-(sec-butyl)-4-(3-(hydroxymethyl)piperidine-1-carbonyl)-1,3,4,5-tetrahydro-2H-benzo[1,4]diazepin-2-one